1-(4-methoxyphenyl)-2-(1H-imidazol-1-yl)ethan-1-one tert-butyl-(R)-(1-(7-fluoro-2-isopropyl-1-methyl-5-nitro-1H-benzo[d]imidazol-4-yl)pyrrolidin-3-yl)carbamate C(C)(C)(C)N(C(O)=O)[C@H]1CN(CC1)C1=C(C=C(C=2N(C(=NC21)C(C)C)C)F)[N+](=O)[O-].COC2=CC=C(C=C2)C(CN2C=NC=C2)=O